C1COCCN1C(=O)/N=N/C(=O)N2CCOCC2 azodicarboxylic dimorpholide